(S)-N-(4-((5R,7R)-6-(3-((tert-butyldiphenylsilyl)oxy)-2,2-difluoropropyl)-7-methyl-5,6,7,8-tetrahydro-[1,3]dioxolano[4,5-g]isoquinolin-5-yl)phenyl)pyrrolidin-3-amine [Si](C1=CC=CC=C1)(C1=CC=CC=C1)(C(C)(C)C)OCC(CN1[C@@H](C=2C=C3C(=CC2C[C@H]1C)OCO3)C3=CC=C(C=C3)N[C@@H]3CNCC3)(F)F